N1N=CC=2N=CN=CC21 Pyrazolo[4,5-d]pyrimidine